N-[8-[3-[4-[(2,6-dioxo-3-piperidyl)amino]phenyl]propyl-methyl-amino]octyl]-5-[rac-(2R)-2-(2,5-difluorophenyl)pyrrolidin-1-yl]pyrazolo[1,5-a]pyrimidine-3-carboxamide O=C1NC(CCC1NC1=CC=C(C=C1)CCCN(CCCCCCCCNC(=O)C=1C=NN2C1N=C(C=C2)N2[C@H](CCC2)C2=C(C=CC(=C2)F)F)C)=O |r|